bis(6-(2,6-diisopropylphenyl)isoquinolin-1-yl)amine C(C)(C)C1=C(C(=CC=C1)C(C)C)C=1C=C2C=CN=C(C2=CC1)NC1=NC=CC2=CC(=CC=C12)C1=C(C=CC=C1C(C)C)C(C)C